OC1(COC1)C1=C(C=C(C=C1C)C(=O)N1CCC(CC1)OC1=CC=C(C=C1)C(F)(F)F)C (4-(3-hydroxyoxetan-3-yl)-3,5-dimethylphenyl)(4-(4-(trifluoromethyl)phenoxy)piperidin-1-yl)methanone